3-methyl-5-[2-[(2S)-2-methylazetidin-1-yl]-6,7-dihydro-5H-cyclopenta[d]pyrimidin-4-yl]-1H-benzimidazol-2-one CN1C(NC2=C1C=C(C=C2)C=2C1=C(N=C(N2)N2[C@H](CC2)C)CCC1)=O